2-[(2S)-2-aminopropyl]-5-chloro-7-[(furan-2-ylmethyl)amino]-N,N-dimethylfuro[3,2-b]pyridine-3-carboxamide N[C@H](CC1=C(C2=NC(=CC(=C2O1)NCC=1OC=CC1)Cl)C(=O)N(C)C)C